7-chloro-8-iodo-6-(trifluoromethyl)-1,2,3,4-tetrahydroquinazoline-2,4-dione ClC1=C(C=C2C(NC(NC2=C1I)=O)=O)C(F)(F)F